p-di(bromoethoxy)benzene BrCCOC1=CC=C(C=C1)OCCBr